C(C)(=O)NC=1C(=C(C(=O)[O-])C(=C(C1I)NC(C)=O)I)I 3,5-diacetylamino-2,4,6-triiodobenzoate